1-(3-chlorobenzyl)-1H-pyrazol ClC=1C=C(CN2N=CC=C2)C=CC1